BrC1=NC(=CC=C1C(=O)N1C[C@H]([C@@]2(CC1)NCC1=CC=CC=C1C2)O)C (2-bromo-6-methyl-3-pyridinyl)[(3R,3'R)-3'-hydroxy-1,4-dihydro-1'H,2H-spiro[isoquinoline-3,4'-piperidin]-1'-yl]methanone